p-toluenesulfonohydrazide CC1=CC=C(C=C1)S(=O)(=O)NN